2-amino-4-(2-(difluoromethoxy)phenyl)pyrimidine-5-carboxylic acid methyl ester COC(=O)C=1C(=NC(=NC1)N)C1=C(C=CC=C1)OC(F)F